O=C1N[C@]2(COC1)[C@@H](NCCC2)COC2CCC(CC2)C2=C(C=CC=C2)COCC(=O)O |o1:3,7| 2-({2-[(1s,4s)-4-{[rel-(6S,7R)-2-oxo-4-oxa-1,8-diazaspiro[5.5]undecan-7-yl]methoxy}cyclohexyl]phenyl}methoxy)acetic acid